ClC=1C=C2C(=NN1)NC[C@@]1(N2C[C@@H](C1)O)C(F)F (6aR,8R)-2-chloro-6a-(difluoromethyl)-5,6,6a,7,8,9-hexahydropyrrolo-[1',2':4,5]pyrazino[2,3-c]pyridazin-8-ol